Ethyl 2-(2,6-dimethyl-4-((2-oxo-3-(2-(trifluoromethyl) phenyl) imidazolin-1-yl) methyl) phenoxy)-2-methylpropionate CC1=C(OC(C(=O)OCC)(C)C)C(=CC(=C1)CN1C(N(CC1)C1=C(C=CC=C1)C(F)(F)F)=O)C